C(CCCC)=C(C(=O)OC)C(=O)OC dimethyl pentylidenemalonate